OC(CCCCCCCCCCCCCCCCCCCCCC(=O)[O-])(CCCCCCCCCCCCCCCCCCCCCC(=O)[O-])CCCCOC(=O)C1CCN(CC1)C 7-Hydroxy-7-(4-((1-methylpiperidine-4-carbonyl)oxy)butyl)tridecane-1,13-diyldipalmitate